3-[[(1R)-1-[3-bromo-6-methyl-2-(1-methylpyrazol-4-yl)-4-oxo-benzopyran-8-yl]ethyl]amino]-N-tert-butyl-6-chloro-pyridine-2-sulfonamide BrC1=C(OC2=C(C1=O)C=C(C=C2[C@@H](C)NC=2C(=NC(=CC2)Cl)S(=O)(=O)NC(C)(C)C)C)C=2C=NN(C2)C